(E)-1-(2-(4-Fluorophenyl)hydrazinylidene)-3-methoxypropan-2-one FC1=CC=C(C=C1)N\N=C\C(COC)=O